OC(CN1N=CC(=C1)C1=C(C=2C(=NC=C3C2N(C(N3C)=O)C(C)C)N1)C=1C=C3N(C=C(N=C3)C)C1)(C)C 7-(1-(2-Hydroxy-2-methylpropyl)-1H-pyrazol-4-yl)-1-isopropyl-3-methyl-8-(3-methylpyrrolo[1,2-a]pyrazin-7-yl)-3,6-dihydroimidazo[4,5-d]pyrrolo[2,3-b]pyridin-2(1H)-on